tert-butyl 9-[4-(2,6-dioxo-3-piperidyl)-3-fluoro-phenyl]-3,9-diazaspiro[5.5]undecane-3-carboxylate 3,9-diazaspiro[5.5]undecane-3-carboxylate C1CN(CCC12CCNCC2)C(=O)O.O=C2NC(CCC2C2=C(C=C(C=C2)N2CCC1(CCN(CC1)C(=O)OC(C)(C)C)CC2)F)=O